Isopropyl (R)-3-amino-2-(((benzyloxy)carbonyl)amino)propanoate hydrochloride Cl.NC[C@H](C(=O)OC(C)C)NC(=O)OCC1=CC=CC=C1